4-(((2-oxa-5-azaspiro[3.5]nonan-5-yl)sulfonyl)carbamoyl)-5-(dimethylamino)-2-fluorobenzoic acid C1OCC12N(CCCC2)S(=O)(=O)NC(=O)C2=CC(=C(C(=O)O)C=C2N(C)C)F